C(C=C)(=O)NC(CS(=O)(=O)O)CC 2-acrylamido-n-butanesulfonic acid